montanate zinc [Zn+2].C(CCCCCCCCCCCCCCCCCCCCCCCCCCC)(=O)[O-].C(CCCCCCCCCCCCCCCCCCCCCCCCCCC)(=O)[O-]